N1C(=NC2=C1C=CC=C2)C2=C(C(=CC=C2)Cl)C2=CC=C1C(N(C(NC1=C2)=O)C2=CN=CC1=CC=CC=C21)=O 7-[2-(1H-benzimidazol-2-yl)-6-chloro-phenyl]-3-(4-isoquinolinyl)-1H-quinazolin-2,4-dione